S1C=C(C=C1)C1=C(C=C(C=C1)CNC)NS(=O)(=O)C1=CC=CC=C1 N-(2-(thien-3-yl)-5-((methylamino)methyl)phenyl)benzenesulfonamide